2-[4-(Azetidin-3-yl)phenoxy]-5-(trifluoromethyl)pyrazine tert-Butyl-2-(4-(bromomethyl)phenyl)-3,6,8-trioxo-2,7-diazaspiro[4.5]decane-7-carboxylate C(C)(C)(C)OC(=O)N1C(C2(CC(N(C2)C2=CC=C(C=C2)CBr)=O)CCC1=O)=O.N1CC(C1)C1=CC=C(OC2=NC=C(N=C2)C(F)(F)F)C=C1